O=C1N(C=CC(=C1)NC(OCC1=CC=CC=C1)=O)COCC[Si](C)(C)C benzyl (2-oxo-1-((2-(trimethylsilyl)ethoxy)methyl)-1,2-dihydropyridin-4-yl)carbamate